(R)-3-(1-acryloylpyrrolidin-3-yl)-7-amino-1-(4-(2-fluorophenoxy)phenyl)-1,5-dihydro-4H-pyrrolo[2,3-d]pyridazin-4-one C(C=C)(=O)N1C[C@H](CC1)C1=CN(C=2C(=NNC(C21)=O)N)C2=CC=C(C=C2)OC2=C(C=CC=C2)F